1-[[2-(difluoromethoxy)pyridin-4-yl]methyl]-3-[(1r,3r)-1-methyl-3-(trifluoromethyl)cyclobutyl]urea FC(OC1=NC=CC(=C1)CNC(=O)NC1(CC(C1)C(F)(F)F)C)F